monobenzylidenesorbitol C(C1=CC=CC=C1)=C(O)[C@H](O)[C@@H](O)[C@H](O)[C@H](O)CO